8-(diisopropylsilyl)quinoline 3-(methylthio)propanoate CSCCC(=O)O.C(C)(C)[SiH](C=1C=CC=C2C=CC=NC12)C(C)C